tert-butyl (2S,3aS,6aR)-2-{[(1S)-1-cyano-2-[5-(4-cyanophenyl)thiophen-2-yl]ethyl]carbamoyl}-hexahydrofuro[3,4-b]pyrrole-1-carboxylate C(#N)[C@H](CC=1SC(=CC1)C1=CC=C(C=C1)C#N)NC(=O)[C@@H]1C[C@H]2[C@@H](N1C(=O)OC(C)(C)C)COC2